tert-Butyl ((1SR,4SR)-1-methyl-2'-(methylthio)-4'-(1,4-oxazepan-4-yl)-5',8'-dihydrospiro[isochromane-4,7'-pyrano[4,3-d]pyrimidin]-6-yl)carbamate tert-Butyl-carbamate C(C)(C)(C)NC(O)=O.C[C@@H]1OC[C@]2(CC=3N=C(N=C(C3CO2)N2CCOCCC2)SC)C2=CC(=CC=C12)NC(OC(C)(C)C)=O |r|